3-(4-((4-(4-((3-amino-5-((3S,4S)-4-amino-3-methyl-2-oxa-8-azaspiro[4.5]decan-8-yl)pyrazin-2-yl)thio)pyridin-2-yl)piperazin-1-yl)methyl)-2-fluorophenyl)piperidine-2,6-dione NC=1C(=NC=C(N1)N1CCC2([C@@H]([C@@H](OC2)C)N)CC1)SC1=CC(=NC=C1)N1CCN(CC1)CC1=CC(=C(C=C1)C1C(NC(CC1)=O)=O)F